1-((6-(1-(2,6-dichlorophenyl)azetidin-3-yl)pyridin-3-yl)methyl)-3-methylazetidin-3-ol formate C(=O)OC1(CN(C1)CC=1C=NC(=CC1)C1CN(C1)C1=C(C=CC=C1Cl)Cl)C